ClC=1C=CC(=C(C1)C1=CC(=C(N=N1)OCCN1CCN(CC1)C)NC1=C2C(=NC=C1)N(C=C2)COCC[Si](C)(C)C)F 6-(5-chloro-2-fluorophenyl)-3-[2-(4-methylpiperazin-1-yl)ethoxy]-N-(1-{[2-(trimethylsilyl)ethoxy]methyl}-1H-pyrrolo[2,3-b]pyridin-4-yl)pyridazin-4-amine